C(C)OCOC1=C(C=CC(=C1F)C)B(O)O (2-(ethoxymethoxy)-3-fluoro-4-methylphenyl)boronic acid